C(C1=CC=CC=C1)N1N=CC(=C1)Br 1-benzyl-4-bromo-1H-pyrazole